tert-butyl (2-(2-(2-((2-aminophenyl)amino)ethoxy)ethoxy)ethyl)carbamate NC1=C(C=CC=C1)NCCOCCOCCNC(OC(C)(C)C)=O